C1(=CC=CC=C1)C=1C(=NC=CC1)C1=C(C=CC=C1)CC(C)C phenyl-(isobutylphenyl)pyridine